[Cl-].[NH2+]1CCCCCC1 azepan-1-ium chloride